N-(1-methylindol-7-yl)-6-[5-(trifluoromethyl)-1H-pyrazol-3-yl]pyridine-3-sulfonamide CN1C=CC2=CC=CC(=C12)NS(=O)(=O)C=1C=NC(=CC1)C1=NNC(=C1)C(F)(F)F